C(=C)C1C2C3C4C=CC(C3C(C1)C2)C4 8-vinyltetracyclo[4.4.0.12,5.17,10]dodeca-3-ene